O-benzyl-N-(t-butoxycarbonyl)-L-threonine C(C1=CC=CC=C1)O[C@@H]([C@H](NC(=O)OC(C)(C)C)C(=O)O)C